Tert-butyl dec-1-ene-8-carboxylate C=CCCCCCC(CC)C(=O)OC(C)(C)C